[OH-].C1(=CC(=CC=C1)CCC[N+]1(CCCC1)C)CCC[N+]1(CCCC1)C.[OH-] 1,1'-(1,3-phenylenedi(propane-3,1-diyl))bis(1-methylpyrrolidin-1-ium) hydroxide